3-Methyl-6-(1'-methyl-3H-spiro[benzofuran-2,4'-piperidin]-6-yl)-3,4-dihydropyridine-1(2H)-carboxylic acid tert-butyl ester C(C)(C)(C)OC(=O)N1CC(CC=C1C1=CC2=C(CC3(CCN(CC3)C)O2)C=C1)C